S(=O)(=O)(O)C(C(=O)O)CC(=O)O.CN(C)C trimethylamine sulfosuccinate